ClCC(=O)N1C2(C3=CC=CC=C3CC1)CCCCC2 2'-(2-chloroacetyl)-2',3'-dihydro-4'H-spiro[cyclohexane-1,1'-isoquinoline]